1-((1-ethyl-1H-imidazol-5-yl) methyl)-1H-thieno[2,3-d]imidazole-5-carboxylate C(C)N1C=NC=C1CN1C=NC2=C1C=C(S2)C(=O)[O-]